BrC1=CC=C(S1)C(=O)NC1CC(CCC1)N1C(=NC2=C1C=CC(=C2)C(=O)NC)C2=NC=CC=C2 1-(3-(5-bromothiophene-2-carboxamido)cyclohexyl)-N-methyl-2-(pyridin-2-yl)-1H-benzo[d]Imidazole-5-carboxamide